COC(=O)C=1SC(=C(C1Br)F)C=1C=NN(C1)COCC[Si](C)(C)C 3-bromo-4-fluoro-5-[1-(2-trimethylsilylethoxymethyl)pyrazol-4-yl]Thiophene-2-carboxylic acid methyl ester